C(C)(=O)NC1=CC(=C(C=C1)C1=CN=C(S1)C1=CC=C(C=C1)NC(OC(C)(C)C)=O)S(NC(C)(C)C)(=O)=O tert-butyl N-[4-[5-[4-acetamido-2-(tert-butylsulfamoyl) phenyl]thiazol-2-yl]phenyl]carbamate